CC1NC(CN(C1)C(=O)N)=O 5-methyl-3-oxopiperazine-1-carboxamide